NC([C@H](CCC(=O)O)N1C(C2=CC=C(C=C2C1)O[C@@H]1CN(C[C@H]1OC1COC1)CC=1C=C2C=CC(=NC2=C(C1)F)C1CCOCC1)=O)=O |o1:18,22| (S)-5-amino-4-(5-(((3R*,4R*)-1-((8-fluoro-2-(tetrahydro-2H-pyran-4-yl)quinolin-6-yl)methyl)-4-(oxetan-3-yloxy)pyrrolidin-3-yl)oxy)-1-oxoisoindolin-2-yl)-5-oxopentanoic acid